C(C)(=O)C1=C(C=C(C=C1)Cl)C=1C(=NN(C(C1)=O)[C@H](C(=O)NC1=CC=C(C(=O)O)C=C1)CC1=CC=CC=C1)C1=CC=CC=C1 (S)-4-(2-(4-(2-acetyl-5-chlorophenyl)-6-oxo-3-phenylpyridazin-1(6H)-yl)-3-phenylpropanamido)benzoic acid